4,4-difluoro-2-(4-fluorophenyl)-N-{4-[3-(4-fluorophenyl)-5,7-dimethyl-4-oxo-4,5-dihydro-1H-pyrrolo[3,2-c]pyridin-2-yl]pyridin-2-yl}butanamide FC(CC(C(=O)NC1=NC=CC(=C1)C1=C(C=2C(N(C=C(C2N1)C)C)=O)C1=CC=C(C=C1)F)C1=CC=C(C=C1)F)F